NC1=CC=C(OC=2C=C(C(=O)OC)C=CC2)C=C1 methyl 3-(4-aminophenoxy)benzoate